FC1=CC=C(C=C1)C1C(NC=2C=3C1=NNC(C3C=CC2)=O)C2=CC=C(CN3C[C@H](N([C@@H](C3)C)C(=O)OC(C)(C)C)C)C=C2 (2R,6R)-tert-Butyl 4-(4-(9-(4-fluorophenyl)-3-oxo-3,7,8,9-tetrahydro-2H-pyrido[4,3,2-de]phthalazin-8-yl)benzyl)-2,6-dimethylpiperazine-1-carboxylate